C(C)(C)(C)OC(N[C@H]1C[C@@H](OC[C@H]1OC(F)F)C(=O)N1[C@H](C2=CC=CC=C2CC1)C1=CC=C(C=C1)F)=O ((2r,4S,5S)-5-(difluoromethoxy)-2-((S)-1-(4-fluorophenyl)-1,2,3,4-tetrahydroisoquinoline-2-carbonyl)tetrahydro-2H-pyran-4-yl)carbamic acid tert-butyl ester